C1(CCCCC1)C1=CC=C(C=C1)NC1=CC=CC=2C3(C4=CC=CC=C4C12)C1=CC=CC=C1C=1C=CC=CC13 N-(4-cyclohexylphenyl)-9,9'-spirobi[fluoren]-4-amine